(4S,5R,6S)-6-((R)-1-hydroxyethyl)-4-methyl-7-oxo-3-(phenoxymethyl)-1-azabicyclo[3.2.0]hept-2-ene-2-carboxylic acid O[C@H](C)[C@@H]1[C@H]2[C@H](C(=C(N2C1=O)C(=O)O)COC1=CC=CC=C1)C